CC1=C(C(=CC=C1)C)NC(=O)N1CC2CNCC2C1 N-(2,6-dimethylphenyl)hexahydropyrrolo[3,4-c]Pyrrole-2(1H)-carboxamide